COCCN1N=C(C=C1)C(F)(F)F 1-(2-methoxyethyl)-3-(trifluoromethyl)-1H-pyrazol